C12NCC(CC1)C2N 2-azabicyclo[2.2.1]heptan-7-amine